C(C)(=O)OC=1C(=NC=CC1OC)C(N[C@@H](CC(C)C)C1=NOC(=N1)C1=CC(=C(C=C1)F)OC)=O (S)-2-((1-(5-(4-fluoro-3-methoxyphenyl)-1,2,4-oxadiazol-3-yl)-3-methylbutyl)carbamoyl)-4-methoxypyridin-3-yl acetate